2,2,3,3-tetrafluoro-2,3-dihydrobenzo[b][1,4]dioxin-6-ol FC1(C(OC2=C(O1)C=CC(=C2)O)(F)F)F